3-(N,N-dimethylaminopropyl)amino-propylmethyldimethoxysilane CN(C)CCCNCCC[Si](OC)(OC)C